4-(5-bromo-2,3-dimethyl-2H-indazol-7-yl)morpholine BrC1=CC2=C(N(N=C2C(=C1)N1CCOCC1)C)C